NC=1C=CC(=NC1N(C1CCCC1)CC1=CC=CC=C1)C(CCC)O 1-[5-amino-6-[benzyl-(cyclopentyl)amino]-2-pyridinyl]butanol